C(C1=CC=CC=C1)OCCCC(CCl)=O 5-benzyloxy-1-chloro-pentan-2-one